C(=CC)OC1=C(C=CC=C1)C1=NC2=CC=CC=C2C(N1)=O 2-(2-propenoxyphenyl)quinazolin-4(3H)-one